The molecule is a trihydroxyicosatrienoate that is the conjugate base of 13,14,15-trihydroxy-(5Z,8Z,11Z)-icosatrienoic acid, obtained by deprotonation of the carboxy group; major species at pH 7.3. It is a conjugate base of a 13,14,15-trihydroxy-(5Z,8Z,11Z)-icosatrienoic acid. CCCCCC(C(C(/C=C\\C/C=C\\C/C=C\\CCCC(=O)[O-])O)O)O